ClC1=C(C=C(C(=O)N(C)CCOC)C=C1)S(NO)(=O)=O 4-chloro-3-(hydroxysulfamoyl)-N-(2-methoxyethyl)-N-methylbenzamide